C1(CCCCC1)CC1=CC(=CC(N1O)=O)C 6-(cyclohexylmethyl)-1-hydroxy-4-methyl-2(1H)-pyridone